13-chloro-10-[2,6-difluoro-4-({2-[(2-hydroxyethyl)amino]ethyl}amino)phenyl]-8-ethyl-4-methyl-6,8,10-triazatricyclo[9.4.0.02,7]pentadeca-1(11),2(7),3,5,12,14-hexaen-9-one ClC1=CC=2N(C(N(C=3N=CC(=CC3C2C=C1)C)CC)=O)C1=C(C=C(C=C1F)NCCNCCO)F